chlorocyano-1,2-dimethoxyethane zinc [Zn].ClC(COC)(OC)C#N